FC1=CC=C(C=C1)CC(=O)N1CC(OCC1)C1=NC2=CC=CC=C2C(=C1)C(=O)NCC(C)C 2-(4-(2-(4-fluorophenyl)acetyl)morpholin-2-yl)-N-isobutylquinoline-4-carboxamide